4'-[spiro(xanthene-9,9'-fluorene)-3,6-diylbis(oxycarbonyl)]bisaniline C1=CC=CC=2C3=CC=CC=C3C3(C12)C1=CC=C(C=C1OC=1C=C(C=CC13)OC(=O)NC1=CC=CC=C1)OC(=O)NC1=CC=CC=C1